ClC=1C=C(C=C(C1F)Cl)C1(CC(=NO1)N1CC2=C(C1)C(=C(S2)C(=O)NC(C)C(C)C)C)C(F)(F)F 5-(5-(3,5-dichloro-4-fluorophenyl)-5-(trifluoromethyl)-4,5-dihydroisoxazol-3-yl)-3-methyl-N-(3-methylbutan-2-yl)-5,6-dihydro-4H-thieno[2,3-c]pyrrole-2-carboxamide